(2R)-2-(6-{5-chloro-2-[(oxan-4-yl)amino]pyrimidin-4-yl}-1-oxo-2,3-dihydro-1H-isoindol-2-yl)-N-[(1S)-2-hydroxy-1-[2-(methylamino)pyridin-4-yl]ethyl]propanamide ClC=1C(=NC(=NC1)NC1CCOCC1)C1=CC=C2CN(C(C2=C1)=O)[C@@H](C(=O)N[C@H](CO)C1=CC(=NC=C1)NC)C